N-(1-(2-(cyclopropanesulfonylamino)pyrimidin-4-yl)propyl)-4-(6-ethoxypyrazin-2-yl)-2-(trifluoromethyl)benzamide C1(CC1)S(=O)(=O)NC1=NC=CC(=N1)C(CC)NC(C1=C(C=C(C=C1)C1=NC(=CN=C1)OCC)C(F)(F)F)=O